CC1=CC=C(C=C1)S(=O)(=O)[O-].[C@@H]1([C@H](O)[C@H](O)[C@@H](C[S+](CC[C@H](N)C(=O)O)C)O1)N1C=NC=2C(N)=NC=NC12 S-adenosyl-L-methionine para-toluenesulfonate